C(C)OC(=O)C1=C(NC(=C1C)C1=C(C=CC=C1)C(F)(F)F)Cl 2-chloro-4-methyl-5-(2-(trifluoromethyl)phenyl)-1H-pyrrole-3-carboxylic acid ethyl ester